(S)-4-(7-bromo-6-chloro-8-fluoro-2-(((S,E)-4-(fluoromethylene)-3-methyl-1-(methyl-d3)piperidin-3-yl)methoxy)quinazolin-4-yl)-6-methyl-1,4-oxazepan-6-ol BrC1=C(C=C2C(=NC(=NC2=C1F)OC[C@@]/1(CN(CC\C1=C/F)C([2H])([2H])[2H])C)N1CCOC[C@](C1)(O)C)Cl